tert-butyl 2-cyclopropyl-1,3,3a,4,6,6a-hexahydropyrrolo[3,4-c]pyrrole-5-carboxylate C1(CC1)N1CC2CN(CC2C1)C(=O)OC(C)(C)C